ClC1=CC=CC(=N1)C(=O)N1CC(C(C12CCCC2)NC(OC(C)(C)C)=O)(F)F Tert-butyl (1-(6-chloropicolinoyl)-3,3-difluoro-1-azaspiro[4.4]nonane-4-yl)carbamate